3-(7-cyclopropyl-1,4-dimethyl-1H-benzotriazol-5-yl)propanoic acid C1(CC1)C1=CC(=C(C2=C1N(N=N2)C)C)CCC(=O)O